ClC1=NN2C(C3=C(C=CC=C13)F)=NN=C2C 6-Chloro-10-fluoro-3-methyl-[1,2,4]triazolo[3,4-a]phthalazine